2-{2-[4-(Dimethylamino)phenyl]ethenyl}-1-methylnaphtho[1,2-d][1,3]thiazol-1-ium iodide [I-].CN(C1=CC=C(C=C1)C=CC=1SC2=C([N+]1C)C1=CC=CC=C1C=C2)C